Cl.FC1=C(C=CC=2N(C(N(C21)C)=O)C2C(N(C(CC2)=O)CC2=CC=C(C=C2)OC)=O)N2CCNCC2 3-(4-fluoro-3-methyl-2-oxo-5-(piperazin-1-yl)-2,3-dihydro-1H-benzo[d]imidazol-1-yl)-1-(4-methoxybenzyl)piperidine-2,6-dione hydrochloride